ClC1=CC(=C(CC2CN(C[C@@H](O2)C)C(=O)OC(C)(C)C)C(=C1)C1=NC=NN2C1=CC(=C2)CN2C(N(C=CC2=O)C)=O)C tert-butyl (6S)-2-(4-chloro-2-methyl-6-(6-((3-methyl-2,6-dioxo-3,6-dihydropyrimidin-1(2H)-yl)methyl)pyrrolo[2,1-f][1,2,4]triazin-4-yl)benzyl)-6-methylmorpholine-4-carboxylate